C(C)[C@@H]1CN2CC[C@]3(C(C2C[C@@H]1/C(/C(=O)OC)=C\OC)=NC1=CC=C(C(=C13)OC)C1=COC=C1)O Methyl (E)-2-((2S,3S,7aS)-3-ethyl-9-(furan-3-yl)-7a-hydroxy-8-methoxy-1,2,3,4,6,7,7a,12b-octahydroindolo[2,3-a]quinolizin-2-yl)-3-methoxyacrylate